ClC=1C=C2C=C(N(C2=CC1C1=NC=C(N=C1)OC)S(=O)(=O)C1=CC=CC=C1)CNC(C)=O N-((5-chloro-6-(5-methoxypyrazin-2-yl)-1-(phenylsulfonyl)-1H-indol-2-yl)methyl)acetamide